methyltri-isopropenoxysilane C[Si](OC(=C)C)(OC(=C)C)OC(=C)C